C(C)(C)(C)OC(=O)N(C(C(=O)OC(C)(C)C)CCC1=CC(=C(C=C1)C(F)(F)F)Cl)C tert-Butyl 2-((tert-butoxycarbonyl)(methyl) amino)-4-(3-chloro-4-(trifluoromethyl) phenyl)butanoate